ClC1=CC=C(C=N1)CN1C2CN(CC1C2)C2=C1C=CC=NC1=C(C=C2)C#N 5-(6-((6-Chloropyridin-3-yl)methyl)-3,6-diazabicyclo[3.1.1]hept-3-yl)quinoline-8-carbonitrile